O=C1NC(CCC1N1C(N(C2=C1C=CC(=C2)CCCN2C(CCCC2)=O)C)=O)=O 1-[3-[1-(2,6-Dioxo-3-piperidyl)-3-methyl-2-oxo-benzimidazol-5-yl]propyl]-2-oxo-piperidine